trifluoromethylalcohol FC(F)(F)O